OCC1=CC(=CC=C1)CO α,α'-dihydroxy-meta-xylene